N-(4-(N-phenylsulfamoyl)phenyl)-3-((piperidin-4-ylmethyl)amino)benzamide C1(=CC=CC=C1)NS(=O)(=O)C1=CC=C(C=C1)NC(C1=CC(=CC=C1)NCC1CCNCC1)=O